1-(4-(1,3-dioxolane-2-yl)phenyl)-3-cyclopropyl-1H-pyrazole O1C(OCC1)C1=CC=C(C=C1)N1N=C(C=C1)C1CC1